P([O-])([O-])[O-].[Na+].[P+3] phosphorus sodium phosphite